6-(1-methylpyrazol-4-yl)-4-[[(3S)-3-piperidyl]methoxy]pyrazolo[1,5-a]pyrazine CN1N=CC(=C1)C=1N=C(C=2N(C1)N=CC2)OC[C@@H]2CNCCC2